C(#N)CNC(C1=CC=C(C=C1)C1=NC(=NC=C1C)NC=1C=NN(C1)C1CC2CCC(C1)N2CC(F)(F)F)=O N-(cyanomethyl)-4-(5-methyl-2-((1-(8-(2,2,2-trifluoroethyl)-8-azabicyclo[3.2.1]octan-3-yl)-1H-pyrazol-4-yl)amino)pyrimidin-4-yl)benzamide